CC1(N(CCC1)CC(=O)NC=1C=C(C(=NC1)C)NC(=O)C=1N=NN2C1C=CC(=C2)C2=NN(C=C2)C2COC2)C N-(5-(2-(2,2-dimethylpyrrolidin-1-yl)acetamido)-2-methylpyridin-3-yl)-6-(1-(oxetan-3-yl)-1H-pyrazol-3-yl)-[1,2,3]triazolo[1,5-a]pyridine-3-carboxamide